1-(2-chlorobenzyl)-3-phenethyl-3-(tetrahydrofuran-2-yl)pyrrolidine ClC1=C(CN2CC(CC2)(C2OCCC2)CCC2=CC=CC=C2)C=CC=C1